N-methylcytidine 5'-triphosphate P(O)(=O)(OP(=O)(O)OP(=O)(O)O)OC[C@@H]1[C@H]([C@H]([C@@H](O1)N1C(=O)N=C(NC)C=C1)O)O